(S)-3-(1,4-dimethyl-1H-benzo[d][1,2,3]triazol-5-yl)-3-(3-(((S)-2-ethyl-7-hydroxy-2,3-dihydropyrido[2,3-f][1,4]oxazepin-4(5H)-yl)methyl)-4-methylphenyl)propanoic acid methyl ester COC(C[C@@H](C1=CC(=C(C=C1)C)CN1C[C@@H](OC2=C(C1)N=C(C=C2)O)CC)C2=C(C1=C(N(N=N1)C)C=C2)C)=O